FC=1C(=CC(=NC1)OC)C1=NNC(=C1)C(=O)N1C2(CC2)C[C@H](CC1)C(=O)N[C@H]1CN(CC1)CC(C)(C)O (S)-4-(3-(5-fluoro-2-methoxypyridin-4-yl)-1H-pyrazole-5-carbonyl)-N-((R)-1-(2-hydroxy-2-methylpropyl)pyrrolidin-3-yl)-4-azaspiro[2.5]octane-7-carboxamide